ClC1=C(C(=O)OC)C=C(C(=N1)Cl)Cl methyl 2,5,6-trichloronicotinate